5-(1,1-difluoroethyl)-5-methyltetrahydrofuran FC(C)(F)C1(CCCO1)C